C[C@@H]1N(CC[C@H]2[C@@H](CCC[C@H]12)[C@@H](C(F)(F)F)O)C(CC1=C(C#N)C(=CC=C1Cl)OC)=O 2-[2-[(1S,4aR,5R,8aS)-1-methyl-5-[(1S)-2,2,2-trifluoro-1-hydroxy-ethyl]-3,4,4a,5,6,7,8,8a-octahydro-1H-isoquinolin-2-yl]-2-oxoethyl]-3-chloro-6-methoxybenzonitrile